ClC1=C(C=C2C=C(N=CC2=C1)NC(=O)[C@H]1C([C@@H]1[C@H]1OCCCC1)(C)C)N1CCN(CC1)[C@]1(COC[C@H]1O)C (1R,2S,3R)-N-[7-chloro-6-[4-((3S,4S)-4-hydroxy-3-methyl-tetrahydrofuran-3-yl)piperazin-1-yl]-3-isoquinolyl]-2,2-dimethyl-3-tetrahydropyran-2-yl-cyclopropanecarboxamide